phenyl-benzophenone imine C1(=CC=CC=C1)C1=C(C(C2=CC=CC=C2)=N)C=CC=C1